BrC1=C(N(N=C1)C)OCCNC(OC(C)(C)C)=O tert-butyl N-[2-(4-bromo-2-methyl-pyrazol-3-yl)oxyethyl]carbamate